CC=1C=CC(=C(C1)C1=CC=CC=C1)C1=C(C=2C(=NC=CC2)N1S(=O)(=O)C1=CC=CC=C1)C#CC1=CC=CC=C1 2-(5-methyl-[1,1'-biphenyl]-2-yl)-3-(phenylethynyl)-1-(benzenesulfonyl)-1H-pyrrolo[2,3-b]pyridine